C1COOC1 3,4-dioxolane